N-(2-((2-(dimethylamino)ethyl)(methyl)amino)-5-((6-((R)-3-(3-ethynylphenyl)isoxazolidine-2-yl)pyrimidine-4-yl)amino)-4-methoxyphenyl)acrylamide CN(CCN(C1=C(C=C(C(=C1)OC)NC1=NC=NC(=C1)N1OCC[C@@H]1C1=CC(=CC=C1)C#C)NC(C=C)=O)C)C